O[C@@H]1C[C@H](N(C1)C([C@H](C(C)C)N1N=NC(=C1)C=1SC=CC1)=O)C(=O)NC (2S,4r)-4-hydroxy-N-methyl-1-((S)-3-methyl-2-(4-(thiophen-2-yl)-1H-1,2,3-triazol-1-yl)butyryl)pyrrolidine-2-carboxamide